2'-methyl-2-selenouridine C[C@@]1([C@@H](O[C@@H]([C@H]1O)CO)N1C(=[Se])NC(=O)C=C1)O